C(C)(C)OC=1C=C(C=CC1C)C(CCC(C)C)O 1-(3-isopropoxy-4-methylphenyl)-4-methylpentan-1-ol